3-Bromoprop-2-yn-1-yl (4-nitrophenyl) carbonate C(OCC#CBr)(OC1=CC=C(C=C1)[N+](=O)[O-])=O